4-(N-(3-chloro-4-(trifluoromethyl)phenyl)sulfamoyl)-N-ethyl-2,5-dimethyl-1H-pyrrole-3-carboxamide ClC=1C=C(C=CC1C(F)(F)F)NS(=O)(=O)C=1C(=C(NC1C)C)C(=O)NCC